ClC=1C=C(C=CC1F)[C@H]1CN2[C@H](CO1)CN(CC2)C(=O)C2=C(C(=CC=C2F)OC)Cl [(3S,9aS)-3-(3-chloro-4-fluoro-phenyl)-3,4,6,7,9,9a-hexahydro-1H-pyrazino[2,1-c][1,4]oxazin-8-yl]-(2-chloro-6-fluoro-3-methoxyphenyl)methanone